1-(tert-butyl) 3-methyl 5-fluoroindoline-1,3-dicarboxylate FC=1C=C2C(CN(C2=CC1)C(=O)OC(C)(C)C)C(=O)OC